(trans-3-(3-cyclopropyl-4-(6-(pyrrolidin-1-yl)pyridin-2-yl)-1H-pyrazol-1-yl)cyclobutyl)methanamine C1(CC1)C1=NN(C=C1C1=NC(=CC=C1)N1CCCC1)[C@@H]1C[C@H](C1)CN